C1(CCCCC1)[C@@H](C(=O)NC1=CC=C(C=C1)C=1C(=NNC1C)C)NC(=O)C1=CC=NN1CC#C (S)-N-(1-cyclohexyl-2-((4-(3,5-dimethyl-1H-pyrazol-4-yl)phenyl)amino)-2-oxoethyl)-1-(prop-2-yn-1-yl)-1H-pyrazole-5-carboxamide